[1-(3-chloro-4-methoxybenzoyl)piperidin-4-yl]methanamine ClC=1C=C(C(=O)N2CCC(CC2)CN)C=CC1OC